C(C)N(C(=O)N1C=2N(C(N(C(C2N=C1C=1C=NN(C1)CC1=CC(=CC=C1)C(F)(F)F)=O)CCC)=O)CC)C N,3-diethyl-N-methyl-2,6-dioxo-1-propyl-8-(1-(3-(trifluoromethyl)benzyl)-1H-pyrazol-4-yl)-1,2,3,6-tetrahydro-9H-purine-9-carboxamide